CC1=C(C=CC=C1)N1C(NC=C(C1=O)C(=O)NC1=CC=C(C=C1)OC1=CC(=NC=2N1N=CC2)C)=O 3-(2-methylphenyl)-N-(4-((5-methylpyrazolo[1,5-a]pyrimidin-7-yl)oxy)phenyl)-2,4-dioxo-1,2,3,4-tetrahydropyrimidine-5-carboxamide